(R)-N-(2-(3-((5-Cyano-4-methoxypyrimidin-2-yl)amino)pyrrolidin-1-yl)benzo[d]thiazol-5-yl)acrylamide C(#N)C=1C(=NC(=NC1)N[C@H]1CN(CC1)C=1SC2=C(N1)C=C(C=C2)NC(C=C)=O)OC